N-(2-((2,3-dimethoxyphenyl)amino)pyrimidin-4-yl)-N-(4-fluorophenyl)cyclopropane-1,1-dicarboxamide COC1=C(C=CC=C1OC)NC1=NC=CC(=N1)N(C(=O)C1(CC1)C(=O)N)C1=CC=C(C=C1)F